tert-butyl (R)-4-(1-((2,8-dimethylimidazo[1,2-a]pyridin-6-yl)carbamoyl)-2,3-dihydro-1H-pyrrolo[2,3-b]pyridin-4-yl)-2-methylpiperazine-1-carboxylate CC=1N=C2N(C=C(C=C2C)NC(=O)N2CCC=3C2=NC=CC3N3C[C@H](N(CC3)C(=O)OC(C)(C)C)C)C1